Trans-2-isopropyl-2-phenylcyclopropane-1-carboxylic acid ethyl ester C(C)OC(=O)[C@H]1[C@@](C1)(C1=CC=CC=C1)C(C)C